C(C)(C)(C)C=1C=C(C(=O)OCCCCCCCCCCCCCCCC)C=C(C1O)C(C)(C)C palmityl 3,5-di-tert-butyl-4-hydroxybenzoate